2-(pyridine-3-ylcarbamoyl)pyrrolidine-1-carboxylic acid tert-butyl ester C(C)(C)(C)OC(=O)N1C(CCC1)C(NC=1C=NC=CC1)=O